3-fluoranyl-4-methoxy-benzoic acid FC=1C=C(C(=O)O)C=CC1OC